BrC1=CC=C(C=C1)S(=O)(=O)OCC1C(CC1)(F)F (2,2-difluorocyclobutyl)methyl 4-bromobenzenesulfonate